(RS)-2-(3-methoxyphenyl)-2-(ethylamino)cyclohexanone COC=1C=C(C=CC1)[C@]1(C(CCCC1)=O)NCC |r|